14,15-dimethylpentacyclo[6.5.1.13,6.02,7.09,13]-4-pentadecene CC1C2C3C4C=CC(C3C1C1CCCC12)C4C